C(CCCCC)C(CC(C(=O)O)CNC(=O)[C@@H]1OC(OCC1(C)C)(C)C)CCCCCCCC.CC1(OCC([C@@H](O1)C(=O)NCCC(=O)OCC(CCCCCCCC)CCCCCC)(C)C)C 2-Hexyldecyl 3-((R)-2,2,5,5-tetramethyl-1,3-dioxane-4-carboxamido)propanoate [2-Hexyldecyl 3-((R)-2,2,5,5-tetramethyl-1,3-dioxane-4-carboxamido)propanoate]